1-(3-chloro-5-iodo-6-((2,2,2-trifluoroethoxy)methyl)pyrazin-2-yl)piperidine-4-carbonitrile ClC=1C(=NC(=C(N1)I)COCC(F)(F)F)N1CCC(CC1)C#N